4-amino-2,6-dimethyl-pyrimidine NC1=NC(=NC(=C1)C)C